NN1C(=NC(=C1C(N)=O)C1=CC=C(C=C1)C(NC1=NC=CC(=C1)C#N)=O)[C@H]1N(CCCC1)C(=O)OC(C)(C)C (S)-tert-butyl 2-(1-amino-5-carbamoyl-4-(4-((4-cyanopyridin-2-yl)carbamoyl)phenyl)-1H-imidazol-2-yl)piperidine-1-carboxylate